2,3-diaminopiperazine NC1NCCNC1N